OC(C(=O)N1CC2=C(N=C(NC2=O)C2(CC2)C2=CC=CC=C2)CC1)C=1C=C(C=CC1)C1=CC(=CC=C1)C(F)(F)F 6-(2-hydroxy-2-(3'-(trifluoromethyl)-[1,1'-biphenyl]-3-yl)acetyl)-2-(1-phenylcyclopropyl)-5,6,7,8-tetrahydropyrido[4,3-d]pyrimidin-4(3H)-one